N1C(=NC2=C1C=CC=C2)CC=2N=C1C(=NC2C2CC2)N(N=C1N)C1CC2CCC(C1)O2 [(1H-benzimidazol-2-yl)methyl]-6-cyclopropyl-1-(8-oxabicyclo[3.2.1]octan-3-yl)-1H-pyrazolo[3,4-b]pyrazin-3-amine